C[C@H]1N(CCOC1)C (R)-3-methylMethylmorpholine